4-(3-methoxy-2-methylphenyl)-1-methyl-pyrrolo[2,3-b]pyridine-6-carbonitrile COC=1C(=C(C=CC1)C1=C2C(=NC(=C1)C#N)N(C=C2)C)C